[10-(4,5-dimethoxy-2-methyl-3,6-dioxo-1,4-cyclohexadien-1-yl)decyl]Triphenylphosphonium methanesulfonate CS(=O)(=O)[O-].COC=1C(C(=C(C(C1OC)=O)CCCCCCCCCC[P+](C1=CC=CC=C1)(C1=CC=CC=C1)C1=CC=CC=C1)C)=O